FC1=CC(=C(C(=O)NC2=C(C=C(C(=C2)C2=CC=C(C=C2)N2CCNCC2)F)N2C[C@H](N(CC2)C)C)C=C1)C(F)(F)F 4-fluoro-N-[4-fluoro-5-(4-piperazin-1-ylphenyl)-2-[(3R)-3,4-dimethylpiperazin-1-yl]phenyl]-2-(trifluoromethyl)benzamide